C(C)C(CC)C(CC(C(CC)CC)=O)=O 3,7-diethyl-4,6-nonanedione